FC1=CC=2N(C=C1)C(=CN2)C2=C1CNC(C1=C(C=C2)NC2=NC=C(C=C2)N2C[C@H](OCC2)[C@H](C)O)=O 4-(7-fluoroimidazo[1,2-a]pyridin-3-yl)-7-((5-((S)-2-((S)-1-hydroxyethyl)morpholino)pyridin-2-yl)amino)isoindolin-1-one